BrC1=CC=C2C=3C=C(C(=CC3C3=CC=C(C=C3C2=C1)Br)N)N 7,10-dibromotriphenylene-2,3-diamine